N=1C(=NN2C1C=CC=C2)C2=C1C=C(N=CC1=C(N=C2)NC([2H])([2H])[2H])C2(CC2)C(=O)N (5-([1,2,4]triazolo[1,5-a]pyridin-2-yl)-8-((methyl-d3)amino)-2,7-naphthyridin-3-yl)cyclopropanecarboxamide